Cl.ClC1=C(OC2CC3C(CNC3)C2)C=CC=C1 5-(2-chlorophenoxy)octahydrocyclopenta[c]pyrrole hydrochloride